C(CCCC)SC(C(=O)O)CCCCCCCC.C(CCCCCC)C(OC=CC=CC=CN(CC=CC=CC(=O)O)CCCCO)O[Si](CCC)(C)C 15-Heptyl-7-(4-hydroxybutyl)-17,17-dimethyl-14,16-dioxa-7-aza-17-silaeicosapentaenoic acid 2-(pentylthio)decanoate